ClC=1C(=C(C(=CC1)F)C1=C(C(=NN(C1=O)C)C)OC(C(C)C)=O)CCC=1C=NC(=CC1)C(F)(F)F.FC=1C=C(C=CC1)C#C 3-fluorophenyl-ethyne [5-[3-chloro-6-fluoro-2-[2-[6-(trifluoromethyl)-3-pyridyl]ethyl]phenyl]-1,3-dimethyl-6-oxo-pyridazin-4-yl]2-methylpropanoate